5-methylphenol formate C(=O)OC1=CC=CC(=C1)C